tetrabutyl-N,N'-(methylenedi-1,4-cyclohexanediyl)di-aspartic acid tert-butyl-4-(chloromethyl)-7-methyl-5-(trifluoromethyl)-1H-indole-1-carboxylate C(C)(C)(C)C=1N(C2=C(C=C(C(=C2C1)CCl)C(F)(F)F)C)C(=O)O.C(CCC)C([C@H](NC1CCC(CC1)CC1CCC(CC1)N[C@@H](C(C(=O)O)(CCCC)CCCC)C(=O)O)C(=O)O)(C(=O)O)CCCC